(S)-2-(trifluoromethyl)piperazine FC([C@H]1NCCNC1)(F)F